4-(5-amino-3-tert-butyl-pyrazol-1-yl)benzoic acid NC1=CC(=NN1C1=CC=C(C(=O)O)C=C1)C(C)(C)C